FC=1C=C(C=CC1OC1=NC=NC2=CC(=C(C=C12)OC)OCCN1CCCCC1)NC(=O)C1=C(N(C2=CC=C(C=C2C1=O)OC(F)(F)F)C)C N-(3-fluoro-4-((6-methoxy-7-(2-(piperidin-1-yl)ethoxy)quinazolin-4-yl)oxy)phenyl)-1,2-dimethyl-4-oxo-6-(trifluoromethoxy)-1,4-dihydroquinoline-3-carboxamide